2-(4-(1-(2-methoxyethyl)-4-methyl-1H-pyrazol-5-yl)piperidin-1-yl)-4-(methylthio)-6-(trifluoromethyl)pyrimidine COCCN1N=CC(=C1C1CCN(CC1)C1=NC(=CC(=N1)SC)C(F)(F)F)C